eicosyl decanoate C(CCCCCCCCC)(=O)OCCCCCCCCCCCCCCCCCCCC